C(CCCCCCCCC\C=C\CCCCCC)(=O)[O-] vaccenoate